OC1=CC=C2C(C(=C(OC2=C1O)C(F)(F)F)C=1C=NN(C1)C1=CC=CC=C1)=O 7,8-dihydroxy-3-(1-phenyl-1H-pyrazole-4-yl)-2-(trifluoromethyl)-4H-chromen-4-one